1,1,1,2,5,6,6,6-octafluoro-2,3,5-tris(trifluoromethyl)-4-(perfluoropropan-2-yl)-3-hexene FC(C(C(=C(C(C(F)(F)F)(C(F)(F)F)F)C(C(F)(F)F)(C(F)(F)F)F)C(F)(F)F)(C(F)(F)F)F)(F)F